8-benzyl-9,10-dihydro-9-phosphaphenanthrene C(C1=CC=CC=C1)C=1C=CC=C2C=3C=CC=CC3CPC12